COC([C@@H]1[C@H]([C@@H]([C@H]([C@H](OC(C)=O)O1)OC(C)=O)OC(C)=O)OC(C)=O)=O 1,2,3,4-tetra-O-acetyl-β-D-glucuronic acid methyl ester